5-Fluoro-1,3-dihydro-1-hydroxy-2,1-benzoxaborole FC=1C=CC2=C(COB2O)C1